5-acetyl-2-chlorobenzene-1-sulfonamide C(C)(=O)C=1C=CC(=C(C1)S(=O)(=O)N)Cl